CN(C)C=1C=CC(=NC1)N1C(C(=CC=C1)NC1=NC=2N(C3=C1CCN3CC3=CC=C(C=C3)OC)N=CC2C(=O)N[C@H]2[C@H](C2)F)=O 5-((5'-(N,N-dimethylamino)-2-oxo-2H-[1,2'-bipyridyl]-3-yl)amino)-N-((1r,2s)-2-fluorocyclopropyl)-8-p-methoxybenzyl-7,8-dihydro-6H-pyrazolo[1,5-a]pyrrolo[3,2-e]pyrimidine-3-carboxamide